F[P-](F)(F)(F)(F)F.C(#N)C(C(=O)OCC)=NOC(=[N+](C)C)N(C)C [cyano(ethoxycarbonyl)methyleneamino]-N,N,N',N'-tetramethyluronium hexafluorophosphate